4-(2-chloroethoxy)aniline ClCCOC1=CC=C(N)C=C1